2,6-Diisocyanato-1-methyl-cyclohexan N(=C=O)C1C(C(CCC1)N=C=O)C